C1=CC=NC2=C3N=CC=CC3=C3C(=C12)N=C1C=CC=CC1=N3 quinoxalino[2,3-f][1,10]phenanthrolin